C(C)(C)(C)OC(=O)N1C[C@H]2C([C@H]2C1)C(=O)O (1R,5S,6r)-3-([(tert-butyl)oxy]carbonyl)-3-azabicyclo[3.1.0]hexane-6-carboxylic acid